2-(6-Chloropyrazin-2-yl)-2-Methoxymalonic acid dimethyl ester COC(C(C(=O)OC)(OC)C1=NC(=CN=C1)Cl)=O